ethylmethyl-dimethoxysilane C(C)[Si](OC)(OC)C